COCCN1CCC2(CCNC2=O)CC1 8-(2-methoxyethyl)-2,8-diazaspiro[4.5]decan-1-one